3-{6-oxo-2-oxa-5-azaspiro[3.4]octan-7-yl}propanamide O=C1NC2(COC2)CC1CCC(=O)N